(2-fluoro-4-methoxyphenyl)(methyl)((4-(5-(trifluoromethyl)-1,2,4-oxadiazol-3-yl)benzyl)imino)-λ6-sulfanone FC1=C(C=CC(=C1)OC)S(=O)(=NCC1=CC=C(C=C1)C1=NOC(=N1)C(F)(F)F)C